C(C(=C)C)(=O)NCCN1C(NCC1)=O N-(2-methacrylamidoethyl)imidazolin-2-on